(6-bromo-2-pyridyl)imidazo[1,2-b]pyridazine BrC1=CC=CC(=N1)C=1N=C2N(N=CC=C2)C1